[N].[B] boron nitrogen salt